C(C)C=1C=2C=C(C=CC2N=C2C3=CC=4[C@@](C(OCC4C(N3CC12)=O)=O)(O)CC)C=CC(C1=CC=CC=C1)=O (19S)-10,19-Diethyl-19-hydroxy-7-(3-oxo-3-phenylprop-1-enyl)-17-oxa-3,13-diazapentacyclo[11.8.0.02,11.04,9.015,20]henicosa-1(21),2,4(9),5,7,10,15(20)-heptaene-14,18-dione